C1(=CC=CC=C1)C1=NN2C(C=CC(=C2)C(CO)O)=C1 1-(2-phenylpyrazolo[1,5-a]pyridin-6-yl)ethane-1,2-diol